5-bromo-3-methyl-2-(methylthio)pyrimidin-4(3H)-one BrC=1C(N(C(=NC1)SC)C)=O